2-[(1Z)-5-fluoro-1-{[4-(4-fluorophenoxy)phenyl]methylidene}-2-methyl-1H-inden-3-yl]-N-methylacetamide FC=1C=C2C(=C(/C(/C2=CC1)=C/C1=CC=C(C=C1)OC1=CC=C(C=C1)F)C)CC(=O)NC